C(C)(C)(C)OC(=O)NCCSSCCC(=O)O 3-[2-(tert-butoxycarbonylamino)ethyldisulfanyl]propionic acid